γ-Hydroxypropylmethacrylat OCCCOC(C(=C)C)=O